ClC1=C(N=C2N=C(NC2=C1)OC1CCC1)C=1C(=NC(=CC1)N1CCNCC1)OC 6-chloro-2-cyclobutoxy-5-[2-methoxy-6-(1-piperazinyl)-3-pyridyl]-1H-1,3,4-triazaindene